CS\C=C(/C)\C(C#N)(C#N)C(=C)C1=CC2=CC=CC=C2C=C1 (E)-2-(1-(methylthio)prop-1-en-2-yl)-2-(1-(naphthalen-2-yl)vinyl)malononitrile